potassium (butoxycarbonyl)((4'-((2-(2-hydroxypropan-2-yl)-1H-imidazol-1-yl)methyl)-5-isobutyl-[1,1'-biphenyl]-2-yl)sulfonyl)amide C(CCC)OC(=O)[N-]S(=O)(=O)C1=C(C=C(C=C1)CC(C)C)C1=CC=C(C=C1)CN1C(=NC=C1)C(C)(C)O.[K+]